(1-(6-(2,4-dimethoxypyrimidin-5-yl)imidazo[1,2-b]pyridazin-8-yl)-3-fluoroazetidin-3-yl)methanol COC1=NC=C(C(=N1)OC)C=1C=C(C=2N(N1)C=CN2)N2CC(C2)(F)CO